C(#N)C1=C(C=C(C=N1)NC(C(CCCC(=O)OCC)O)=O)SC Ethyl 6-((6-cyano-5-(methylthio)pyridin-3-yl)amino)-5-hydroxy-6-oxohexanoate